C(C)OC(COC=1C=CC=C2C(CCOC12)(C(=O)OC(C)(C)C)C)=O tert-Butyl 8-(2-ethoxy-2-oxo-ethoxy)-4-methyl-chromane-4-carboxylate